C(C)(C)(C)OC(=O)O[C@H](C(=O)OC)C1=CC=CC=C1 methyl (S)-2-((tert-butoxycarbonyl)oxy)-2-phenylacetate